N-(5-bromo-6-methoxypyridin-2-yl)-1-(6-fluoropyridin-2-yl)methylsulfonamide BrC=1C=CC(=NC1OC)NS(=O)(=O)CC1=NC(=CC=C1)F